C(C)OC=1C=C(C=CC1OCC)C=1C=C(C=NC1)C=1CB(OC1)O 4-(5-(3,4-diethoxyphenyl)pyridin-3-yl)-1,2-oxaborol-2-ol